2-hydroxy-N-[2-(4-aminophenyl)ethyl]-2-phenylethylamine OC(CNCCC1=CC=C(C=C1)N)C1=CC=CC=C1